N1,N2-Bis(2,6-diisopropylphenyl)benzene-1,2-diamine C(C)(C)C1=C(C(=CC=C1)C(C)C)NC=1C(=CC=CC1)NC1=C(C=CC=C1C(C)C)C(C)C